3-([5-(difluoromethoxy)-1-methyl-3-(trifluoromethyl)-1H-pyrazol-4-yl]methanesulfonyl)-5,5-dimethyl-4,5-dihydro-1,2-oxazole FC(OC1=C(C(=NN1C)C(F)(F)F)CS(=O)(=O)C1=NOC(C1)(C)C)F